N-(3-(2,4-dioxotetrahydropyrimidin-1(2H)-yl)benzyl)-4,9-dioxo-4,9-dihydronaphtho[2,3-b]furan-2-carboxamide O=C1N(CCC(N1)=O)C=1C=C(CNC(=O)C2=CC3=C(O2)C(C2=CC=CC=C2C3=O)=O)C=CC1